8-(6-azaspiro[2.5]octan-6-yl)imidazo[1,2-a]pyrazine-6-carbonitrile C1CC12CCN(CC2)C=2C=1N(C=C(N2)C#N)C=CN1